CC(C[C@@H](C(N[C@@H](C[C@H]1C(NCC1)=O)C(COC(F)(F)F)=O)=O)NC(C(=O)NC1(CNCC1)C)=O)C N1-((S)-4-methyl-1-oxo-1-(((S)-3-oxo-1-((S)-2-oxopyrrolidin-3-yl)-4-(trifluoromethoxy)butan-2-yl)amino)pentan-2-yl)-N2-(3-methylpyrrolidin-3-yl)oxalamide